FC(CCCCC(=O)NC1=C(C=C(C=C1)NCC1=CC=C(C=C1)C(F)(F)F)NC)CF 6,7-Difluoro-N-(2-(methylamino)-4-((4-(trifluoromethyl)benzyl)amino)phenyl)heptanamid